(2R,3S,5R)-5-(6-amino-2-fluoro-9H-purin-9-yl)-2-ethynyl-2-((((S)-(((S)-1-(octyloxy)-1-oxo-3-phenylpropan-2-yl)amino)(phenoxy)phosphoryl)oxy)methyl)tetrahydrofuran-3-yl decanoate C(CCCCCCCCC)(=O)O[C@@H]1[C@](O[C@H](C1)N1C2=NC(=NC(=C2N=C1)N)F)(CO[P@](=O)(OC1=CC=CC=C1)N[C@H](C(=O)OCCCCCCCC)CC1=CC=CC=C1)C#C